CCCCCCCCCCCCCC(=O)O[C@H](COC(=O)CCCCCCC/C=C\CCCCCCCCC)COP(=O)(O)OC[C@H](CO)O 1-(9Z-nonadecenoyl)-2-tetradecanoyl-glycero-3-phospho-(1'-sn-glycerol)